1-(2-oxo-2-((4-(piperidin-1-yl)phenyl)amino)ethyl)pyrrolidine-2-carboxylic acid O=C(CN1C(CCC1)C(=O)O)NC1=CC=C(C=C1)N1CCCCC1